CC1=NNC(=C1CC(C)C)C 3,5-dimethyl-4-isobutylpyrazole